C1C(CC2=CC=CC=C12)NC1=NC=C(C=N1)C1=NN=C(O1)C(C(=O)O)(C)F 2-(5-(2-((2,3-dihydro-1H-inden-2-yl)amino)pyrimidin-5-yl)-1,3,4-oxadiazol-2-yl)-2-fluoropropionic acid